ClC=1C(=CC=C2N=CC(=NC12)C=1C=NN(C1)C(CC(=O)O)(C)C)OC1=CC2=C(N=C(N2COCC[Si](C)(C)C)C)C=C1 3-[4-[8-chloro-7-[2-methyl-3-(2-trimethylsilylethoxymethyl)benzimidazol-5-yl]oxy-quinoxalin-2-yl]pyrazol-1-yl]-3-methyl-butanoic acid